BrC1=NN=C2N1CCCC2 3-bromo-5,6,7,8-tetrahydro-[1,2,4]triazolo[4,3-a]pyridine